N-[(1S)-1-[[6-chloro-5-(3,5-dimethyl-1H-pyrazol-4-yl)-2-pyridyl]carbamoyl]-2,2-dicyclopropyl-ethyl]-2-ethyl-pyrazole-3-carboxamide ClC1=C(C=CC(=N1)NC(=O)[C@H](C(C1CC1)C1CC1)NC(=O)C=1N(N=CC1)CC)C=1C(=NNC1C)C